NC1=C2N=CN(C2=NC(=N1)F)[C@H]1C[C@@H]([C@@](O1)(C#C)COP(=O)(OCC(=O)OCCCCCCCC)N[C@@H](CC1=CC=CC=C1)C(=O)OCCCCCCCC)O Octyl ((((2R,3S,5R)-5-(6-amino-2-fluoro-9H-purin-9-yl)-2-ethynyl-3-hydroxy-tetrahydrofuran-2-yl)meth-oxy)(2-(octyloxy)-2-oxo-ethoxy)phosphoryl)-L-phenylalaninate